O[C@@H]1[C@H](CN(CC1)C(C)=O)[C@H]1N2C(C3=CC=CC=C13)=CN=C2 1-((3R,4S)-4-Hydroxy-3-((R)-5H-imidazo[5,1-a]isoindol-5-yl)piperidin-1-yl)ethanon